2-chloro-5-isopropyl-N-(4-methoxybenzyl)-7-methylimidazo[1,5-b]pyridazin-4-amine ClC=1C=C(C=2N(N1)C(=NC2C(C)C)C)NCC2=CC=C(C=C2)OC